tert-butyl 6-(8-(benzo[d]thiazol-2-ylcarbamoyl)-3,4-dihydroisoquinolin-2(1H)-yl)-3-(3-(2-(4-(2-methoxy-2-oxoethyl)piperazin-1-yl)ethoxy)-2-(trifluoromethyl)phenyl)picolinate S1C(=NC2=C1C=CC=C2)NC(=O)C=2C=CC=C1CCN(CC21)C2=CC=C(C(=N2)C(=O)OC(C)(C)C)C2=C(C(=CC=C2)OCCN2CCN(CC2)CC(=O)OC)C(F)(F)F